(R)-N-(1-(4-chlorophenyl)-2,2,2-trifluoroethyl)-N-ethyl-1-isopropyl-2-oxo-1,2-dihydropyridine-4-sulfonamide ClC1=CC=C(C=C1)[C@H](C(F)(F)F)N(S(=O)(=O)C1=CC(N(C=C1)C(C)C)=O)CC